FC=1C=C(C(=O)O)C=CC1N1C[C@@H](CC1)OC (R)-3-fluoro-4-(3-methoxypyrrolidin-1-yl)benzoic acid